NOC(=O)O aminooxycarboxylic acid